5-(1,9-diazaspiro[4.5]decan-9-yl)-5-[4-[4-(trifluoromethoxy)phenoxy]phenyl]hexahydropyrimidine-2,4,6-trione N1CCCC12CCCN(C2)C2(C(NC(NC2=O)=O)=O)C2=CC=C(C=C2)OC2=CC=C(C=C2)OC(F)(F)F